C(=C)C(C(C(C(=O)O)(C=C)C=C)(O)C(=O)O)C(=O)O.BrC=1C=C(C=CC1)C1N(CCC(C1)C(=O)N)CC(N1CCC2(CCNC2=O)CC1)=O (3-bromophenyl)-1-(2-oxo-2-(1-oxo-2,8-diazaspiro[4.5]decan-8-yl)ethyl)piperidine-4-carboxamide Trivinylcitrat